L-3,5-diamino-1,2,4-triazole NC1=NNC(=N1)N